6-(2-chlorophenyl)-4-(3-methylmorpholin-4-yl)-1H-pyridin-2-one ClC1=C(C=CC=C1)C1=CC(=CC(N1)=O)N1C(COCC1)C